ClC=1C(=CC(=C(CNC(CO)(CO)C)C1)OCCN1CCOCC1)OCC1=C(C(=CC=C1)C1=CC2=C(OCCO2)C=C1)C 2-((5-Chloro-4-((3-(2,3-dihydrobenzo[b][1,4]dioxin-6-yl)-2-methylbenzyl)oxy)-2-(2-morpholinoethoxy)benzyl)amino)-2-methylpropane-1,3-diol